(p-iodophenyl)octadecyl-phosphorylcholine IC1=CC=C(C=C1)CCCCCCCCCCCCCCCCCCP(=O)=C(O)C[N+](C)(C)C